(E)-N'-((5-(azetidin-1-yl)-2-fluoropyridin-3-yl)methylene)-6-(6-ethoxypyridin-3-yl)pyrazine-2-carbohydrazide N1(CCC1)C=1C=C(C(=NC1)F)\C=N\NC(=O)C1=NC(=CN=C1)C=1C=NC(=CC1)OCC